C1NCC12CC(C2)CC2=CC=C(C=N2)S(C(F)(F)F)(=O)=N [6-(2-azaspiro[3.3]heptane-6-ylmethyl)-3-pyridinyl]-imino-oxo-(trifluoromethyl)-λ6-sulfane